(R)-2-(4-(6-(((6-(1H-pyrazol-1-yl)pyridin-3-yl)methyl)amino)-9-ethyl-9H-purin-2-yl)morpholin-3-yl)ethan-1-ol N1(N=CC=C1)C1=CC=C(C=N1)CNC1=C2N=CN(C2=NC(=N1)N1[C@@H](COCC1)CCO)CC